C(C)NC(=O)N1C(C2(COCC(N2)=O)CCC1)CO[C@@H]1CC[C@@H](CC1)C1=CC=CC=C1 (CIS)-N-ethyl-2-oxo-7-({[(CIS)-4-phenylcyclohexyl]oxy}methyl)-4-oxa-1,8-diazaspiro[5.5]undecane-8-carboxamide